S1C=NC2=C1C(=CC=C2)C(C)OC2=CC(=CC=1N2C(=CN1)C#N)C=1N=NN(C1C)C1CCN(CC1)C(=O)OC(C)(C)C tert-Butyl 4-[4-[5-[1-(1,3-benzothiazol-7-yl)ethoxy]-3-cyano-imidazo[1,2-a]pyridin-7-yl]-5-methyl-triazol-1-yl]piperidine-1-carboxylate